[NH+]1(CCOCC1)[O-].[S] sulfur Morpholine monooxide